N[C@H](C)C1=CC=C2C(=N1)N(C(=C2)C2=NC1=C(N2C)C(=CC(=C1)C(=O)OC(C)C)OC)C[C@@H]1C([C@H]1C=C)(F)F isopropyl 2-(6-((R)-1-aminoethyl)-1-(((trans)-2,2-difluoro-3-vinylcyclopropyl)methyl)-1H-pyrrolo[2,3-b]pyridin-2-yl)-7-methoxy-1-methyl-1H-benzo[d]imidazole-5-carboxylate